O1COC2=C1C1=CC3=CC=CC3(C2)C1 4a,9-methanoazuleno[5,6-d][1,3]dioxole